4-methyl-2-prop-2-yl-pyridine-3-carbonitrile CC1=C(C(=NC=C1)C(C)C)C#N